C(C)NC(=O)C1=C(C2=C(NC3=CC=C(C=C23)C2=CC=C(C=C2)F)C=N1)COC N-ethyl-6-(4-fluorophenyl)-4-(methoxymethyl)-9H-pyrido[3,4-b]indole-3-carboxamide